Cl.ClC=1C(=C(C(=O)OCCN(C)C)C(=CC1)Cl)OC 2-(dimethylamino)ethyl 3,6-dichloro-2-methoxybenzoate hydrochloride